1,2,3,4-tetrahydroβ-carboline C1NCCC=2C3=CC=CC=C3NC12